FC1(CC(C1)CNC(=O)C=1C=NN2C1C=C(C=C2)C2=CNC=1N=C(N=CC12)NCC)F N-((3,3-difluorocyclobutyl)methyl)-5-(2-(ethylamino)-7H-pyrrolo[2,3-d]pyrimidin-5-yl)pyrazolo[1,5-a]pyridine-3-carboxamide